2-(2-chloro-N-(2-((5-chloro-2-(4-chloro-1H-1,2,3-triazol-1-yl)phenyl)amino)-2-oxoethyl)acetamido)-3-(tetrahydro-2H-pyran-2-yl)propionic acid tert-butyl ester C(C)(C)(C)OC(C(CC1OCCCC1)N(C(CCl)=O)CC(=O)NC1=C(C=CC(=C1)Cl)N1N=NC(=C1)Cl)=O